2-(2-(aminomethyl)-3-fluoroallyl)-5-cyclopropyl-1-methyl-2,5,6,7-tetrahydro-4H-pyrrolo[3,4-c]pyridin-4-one NCC(CN1C=C2C(N(CCC2=C1C)C1CC1)=O)=CF